FC1CC(NC1)C(=O)O 4-FLUORO-2-PYRROLIDINECARBOXYLIC ACID